C(C)(C)(C)OC(=O)N1CC([C@H](CC1)N[C@@H](C)C1=CC=CC=C1)C(=O)O (4S)-1-(tert-butoxycarbonyl)-4-(((S)-1-phenylethyl)amino)piperidine-3-carboxylic acid